4-(2-(1,3-dioxoisoindolin-2-yl)ethyl)-N-((1,2,3,5,6,7-hexahydro-s-indacen-4-yl)carbamoyl)benzenesulfonamide O=C1N(C(C2=CC=CC=C12)=O)CCC1=CC=C(C=C1)S(=O)(=O)NC(NC1=C2CCCC2=CC=2CCCC12)=O